C1N(CC2=CC=CC=C12)C(CSC=1SC=CN1)=O 1-(1,3-dihydro-2H-isoindol-2-yl)-2-(1,3-thiazol-2-ylsulfanyl)ethanone